C1(CC1)C=1N(C=C(N1)I)C12CC(C1)(C2)N2CCN(CC2)S(=O)(=O)C2=CC=C(C)C=C2 1-(3-(2-cyclopropyl-4-iodo-1H-imidazol-1-yl)bicyclo[1.1.1]pentan-1-yl)-4-tosylpiperazine